NC1=NC2=CC=C(C=C2C=C1C)C(=O)N(CC1=NC=C(C=C1)C(F)(F)F)C[C@@H]1[C@H](COCC1)C 2-amino-3-methyl-N-(((3R,4S)-3-methyltetrahydro-2H-pyran-4-yl)methyl)-N-((5-(trifluoromethyl)-2-pyridinyl)methyl)-6-quinolinecarboxamide